(1r,3r)-3-(4-methyl-5-(trifluoromethyl)-1H-pyrazol-1-yl)cyclobutyl 1H-imidazole-1-carboxylate N1(C=NC=C1)C(=O)OC1CC(C1)N1N=CC(=C1C(F)(F)F)C